N1(CCNCC1)C(=O)O.BrC1=CC=C(C=C1)N1N=C(C(=C1)[C@H]1O[C@@H](C(N1CCC1=CC2=C(NC(N2)=O)C=C1)=O)C)C1=NC=C(C=C1)Cl (2R,5R)-2-(1-(4-bromophenyl)-3-(5-chloropyridin-2-yl)-1H-pyrazol-4-yl)-5-methyl-3-(2-(2-oxo-2,3-dihydro-1H-benzo[d]imidazol-5-yl)ethyl)oxazolidin-4-one piperazine-1-Formate